(2-oxa-7-azaspiro[4.4]nonan-7-yl)pyrazolo[1,5-a]pyrimidine-3-carboxylic acid ethyl ester C(C)OC(=O)C=1C(=NN2C1N=CC=C2)N2CC1(CCOC1)CC2